FC(C1=CC(=C(C(=O)O)C=C1)NC(=O)N1C[C@](CC1)(C1=NC=NS1)C1=CC(=C(C=C1)C)F)F |o1:16| (R or S)-4-(difluoromethyl)-2-(3-(3-fluoro-4-methylphenyl)-3-(1,2,4-thiadiazol-5-yl)pyrrolidine-1-carboxamido)benzoic acid